C(C)(C)(C)OC(=O)N1CCN(CC1)CCN1C(=C(C2=CC=CC(=C12)C=1C(=NN(C1C)C)C)CCCOC1=CC(=C(C(=C1)C)Cl)C)C(=O)O 1-(2-(4-(tert-butoxycarbonyl)piperazin-1-yl)ethyl)-3-(3-(4-chloro-3,5-dimethylphenoxy)propyl)-7-(1,3,5-trimethyl-1H-pyrazol-4-yl)-1H-indole-2-carboxylic acid